1-(4-((7-methoxy-4-((2-methoxy-5-(1-methyl-1H-pyrazol-5-yl)phenyl)amino)quinazolin-6-yl)oxy)piperidin-1-yl)prop-2-en-1-one COC1=C(C=C2C(=NC=NC2=C1)NC1=C(C=CC(=C1)C1=CC=NN1C)OC)OC1CCN(CC1)C(C=C)=O